C(C)(C)(C)OC(N(C=1C=C(C=2N(C1)C=CN2)N2CC(C2)(F)F)C(=O)OC(C)(C)C)=O (Tert-Butoxycarbonyl)(8-(3,3-difluoroazetidin-1-yl)imidazo[1,2-a]pyridin-6-yl)carbamic acid tert-butyl ester